C(#N)C(C)(C)C1=CC(=NC=C1)C(=O)NC1=C(C=C(C(=C1)C1=CC2=C(N=C(N=C2)NC2COC2)N2C1=NCC2)C)F 4-(2-cyanoprop-2-yl)-N-(2-fluoro-4-methyl-5-(2-(oxetan-3-ylamino)-8,9-dihydroimidazo[1',2':1,6]pyrido[2,3-d]pyrimidin-6-yl)phenyl)picolinamide